[5-(1-[(2E)-2-(aminomethyl)-3-fluoroprop-2-en-1-yl]-5-oxo-1,5-dihydro-4H-1,2,4-triazol-4-ylmethyl)thiophen-2-yl]-N,N-dimethylbenzenesulfonamide hydrochloride Cl.NC/C(/CN1N=CN(C1=O)CC1=CC=C(S1)C1=C(C=CC=C1)S(=O)(=O)N(C)C)=C\F